C(C)(C)(C)[S@@](=O)N1[C@H](C2(CN(C2)C(=O)[O-])C1)C (S)-6-((R)-tert-butylsulfinyl)-5-methyl-2,6-diazaspiro[3.3]heptane-2-carboxylate